C(C)(C)(C)OC(=O)N1CCC(=CC1)OS(=O)(=O)C(F)(F)F 4-trifluoromethanesulfonyloxy-3,6-dihydro-2h-pyridine-1-carboxylic acid tert-butyl ester